FCC(OC=1C=C2C(N(C(N(C2=CC1)C1CCN(CC1)C=O)=O)CC=1C=NC(=NC1)C=1SC=CC1)=O)CF 4-{6-[2-fluoro-1-(fluoromethyl)ethoxy]-2,4-dioxo-3-[(2-(thiophen-2-yl)pyrimidin-5-yl)methyl]-3,4-dihydroquinazolin-1(2H)-yl}piperidine-1-carbaldehyde